(5s,6E,8z,11z,14z,16E,18r)-5,18-dihydroxyicosa-6,8,11,14,16-pentaenoic acid O[C@@H](CCCC(=O)O)\C=C\C=C/C\C=C/C\C=C/C=C/[C@@H](CC)O